C(#N)C=1C=CC(=NC1)N1CCN(CC1)C([C@H](C)NC(OC(C)(C)C)=O)=O tert-butyl (S)-1-(4-(5-cyanopyridin-2-yl) piperazin-1-yl)-1-oxopropan-2-ylcarbamate